lithium hydrogensulfate S(=O)(=O)(O)[O-].[Li+]